amino-8-mercaptooctanoic acid NC(C(=O)O)CCCCCCS